6-(2-((R)-2-(2-isopropylphenyl)-4-(4-methoxybenzyl)piperazin-1-yl)-7-azaspiro[3.5]nonan-7-yl)nicotinamide C(C)(C)C1=C(C=CC=C1)[C@H]1N(CCN(C1)CC1=CC=C(C=C1)OC)C1CC2(C1)CCN(CC2)C2=NC=C(C(=O)N)C=C2